6,6-Difluoro-2-(4-fluorophenyl)-4,5,6,7-tetrahydropyrazolo[1,5-a]pyridin FC1(CCC=2N(C1)N=C(C2)C2=CC=C(C=C2)F)F